(5-(4-Morpholinophenyl)-1,2,4-oxadiazol-3-yl)pyrrolidine-1-carbonitrile O1CCN(CC1)C1=CC=C(C=C1)C1=NC(=NO1)C1N(CCC1)C#N